iron (III) 1,3,5-triphenylbenzene C1(=CC=CC=C1)C1=CC(=CC(=C1)C1=CC=CC=C1)C1=CC=CC=C1.[Fe+3]